C(C)(C)(C)OC(=O)N1C(C(C1)F)C(N(C1=CC=CC=C1)CC1=C(C=C(C=C1)C=1OC(=NN1)C(F)F)F)=O ((4-(5-(difluoromethyl)-1,3,4-oxadiazol-2-yl)-2-fluorobenzyl)(phenyl)carbamoyl)-3-fluoroazetidine-1-carboxylic acid tert-butyl ester